NC(C(C)(C)C=1C=C(C(=O)N2[C@@H]3C[C@@H]3C[C@@H]2C(=O)N[C@H](C2COC2)C2=C(C=C(C(=C2)F)Cl)F)C=CC1)=O (1R,3R,5R)-2-(3-(1-amino-2-methyl-1-oxo-2-propyl)benzoyl)-N-((R)-(4-chloro-2,5-difluorophenyl)(3-oxetanyl)methyl)-2-azabicyclo[3.1.0]hexane-3-carboxamide